1,4-bis(4-carboxyphenyl)butane C(=O)(O)C1=CC=C(C=C1)CCCCC1=CC=C(C=C1)C(=O)O